(R)-(1-cyclopropylethyl)carbamic acid tert-butyl ester C(C)(C)(C)OC(N[C@H](C)C1CC1)=O